N1C=NC=C1C1=CN=C2C(N(C(=NN21)N2C[C@H](CC2)C2=CC=CC=C2)C(C)C)=O (R)-7-(1H-imidazol-5-yl)-3-isopropyl-2-(3-phenylpyrrolidin-1-yl)imidazo[2,1-f][1,2,4]triazin-4(3H)-one